ClC(SN(S(=O)(=O)N(C)C)C1=CC=CC=C1)(F)Cl N-(dichlorofluoromethylthio)-N',N'-dimethyl-N-phenylsulfamide